methyl 3-(bromomethyl)-6-chloro-pyrazine-2-carboxylate BrCC=1C(=NC(=CN1)Cl)C(=O)OC